N-(4-(4-amino-5-(3-methoxy-4-((6-methylpyridin-3-yl)oxy)phenyl)-7-methyl-7H-pyrrolo[2,3-d]pyrimidin-6-yl)phenyl)acrylamide NC=1C2=C(N=CN1)N(C(=C2C2=CC(=C(C=C2)OC=2C=NC(=CC2)C)OC)C2=CC=C(C=C2)NC(C=C)=O)C